tert-Butyl 2-methyl-3-oxopiperazine-1-carboxylate CC1N(CCNC1=O)C(=O)OC(C)(C)C